2,3-dimethyl-5-(3-methylphenyl)furan CC=1OC(=CC1C)C1=CC(=CC=C1)C